Cl.ClCC1=CC(=NC=C1)C1=CC(=C(C(=O)N)C=C1)C 4-[4-(chloromethyl)pyridin-2-yl]-2-methylbenzamide hydrochloride